5-Chloro-1-(4-fluorophenyl)-N-[4-[(7-methoxy-1,5-naphthyridin-4-yl)oxy]phenyl]-4,6-dimethyl-2-oxopyridine-3-carboxamide ClC=1C(=C(C(N(C1C)C1=CC=C(C=C1)F)=O)C(=O)NC1=CC=C(C=C1)OC1=CC=NC2=CC(=CN=C12)OC)C